2-Nonanone CC(CCCCCCC)=O